2-(5,5-dimethyl-1,3,2-dioxaborinan-2-yl)-6-(trifluoromethyl)benzonitrile CC1(COB(OC1)C1=C(C#N)C(=CC=C1)C(F)(F)F)C